2-amino-1,3-benzenediol NC1=C(C=CC=C1O)O